C(#N)C1=C(C=CC(=C1)C(F)(F)F)N1CCC(CC1)(C(=O)N[C@H]1CN(CC1)C)C=1C=NC(=CC1)C1=CC=CC=2OC(OC21)(F)F 1-[2-cyano-4-(trifluoromethyl)phenyl]-4-[6-(2,2-difluoro-2H-1,3-benzodioxol-4-yl)pyridin-3-yl]-N-[(3R)-1-methylpyrrolidin-3-yl]piperidine-4-carboxamide